2,2-dimethyl-1,2,3,5-tetrahydro-s-indacene CC1(CC2=CC=3C=CCC3C=C2C1)C